(2S,3R,4S,5S)-6-[[1-[2-[4-[3-[1-(5-ethylpyrimidin-2-yl)-4-piperidyl]propoxy]-2-fluoro-phenyl]acetyl]azetidin-3-yl]methylamino]-2,3,4,5-tetrahydroxy-hexanoic acid C(C)C=1C=NC(=NC1)N1CCC(CC1)CCCOC1=CC(=C(C=C1)CC(=O)N1CC(C1)CNC[C@@H]([C@@H]([C@H]([C@@H](C(=O)O)O)O)O)O)F